1-(2-iodophenyl)-(S,S)-1,2-propanediol IC1=C(C=CC=C1)[C@@H]([C@H](C)O)O